C1(CCCC1)N1CCCC1 cyclopentyl-pyrrolidine